C(C)(C)(C)[Si](C)(C)OC1=CC=C(C=C1)OCC1=C(C=C(C=C1F)B1OC(C(O1)(C)C)(C)C)F tert-butyl(4-((2,6-difluoro-4-(4,4,5,5-tetramethyl-1,3,2-dioxaborolan-2-yl)benzyl)oxy)phenoxy)dimethylsilane